FC1=CC=C(C=C1)C=1N=CN(C1C1=NC=NC=C1)CC(=O)N1CCN(CC1)C(=O)OC(C)(C)C tert-Butyl 4-[2-[4-(4-fluorophenyl)-5-pyrimidin-4-yl-imidazol-1-yl]acetyl]piperazine-1-carboxylate